1-(p-hydroxyphenyl)ethyl-trimethoxysilane OC1=CC=C(C=C1)C(C)[Si](OC)(OC)OC